4-((2R,4s,6S)-2-cyano-7-((5-methoxy-7-methyl-1H-indol-4-yl)methyl)-7-azaspiro[3.5]nonan-6-yl)-N-((2-oxo-1,2-dihydropyridin-3-yl)methyl)benzamide C(#N)C1CC2(C1)C[C@H](N(CC2)CC2=C1C=CNC1=C(C=C2OC)C)C2=CC=C(C(=O)NCC=1C(NC=CC1)=O)C=C2